3-methyl-1,2-benzoxaborinine CC=1BOC2=C(C1)C=CC=C2